N-Bocamino-1-propanol C(=O)(OC(C)(C)C)NC(CC)O